CC1=CC=C(C=C1)S(=O)(=O)[O-].C[N+]1=CC=C(C2=CC=CC=C12)C=C1SC2=C(N1C)C=CC=C2 1-methyl-4-[(3-methyl-2(3H)-benzothiazolylidene)methyl]quinolinium p-toluenesulfonate